(2-chloro-10H-phenothiazin-10-yl)-N,N-dimethyl-1-propanamine ClC1=CC=2N(C3=CC=CC=C3SC2C=C1)C(CC)N(C)C